C(C)OC(=O)C1(CCCC1)NC(\C=C\C1=CC(=C(C=C1)OCC1=CC(=CC(=C1)F)F)OC)=O (E)-1-(3-(4-((3,5-difluorobenzyl)oxy)-3-methoxyphenyl)acrylamido)cyclopentane-1-carboxylic acid ethyl ester